FC=1C(=C(SC1CC(C)C)S(=O)(=O)N)C1=CC=C(C=C1)CN1C(=NC=C1)C(C)(C)O 4-fluoro-3-(4-((2-(2-hydroxy-prop-2-yl)-1H-imidazol-1-yl)methyl)phenyl)-5-isobutyl-thiophene-2-sulfonamide